S1C=C(C=C1)C(C=C)=O 1-(3-thienyl)-2-propen-1-one